2,6,6-trimethyl-2-bromomethylcyclohexene CC1(CC(CC=C1)(C)C)CBr